BrC1=CC=C(C=C1)C(C)(C)C=1N=C(SC1)NC(NCC=1C=NC(=NC1)N1CCN(CC1)C(=O)OC(C)(C)C)=O tert-butyl 4-(5-((3-(4-(2-(4-bromophenyl)propan-2-yl)thiazol-2-yl)ureido)methyl)pyrimidin-2-yl)piperazine-1-carboxylate